Cl.OC=1C=CC(=NC1)NC(C1=C(C=CC=C1)C(F)(F)F)=O N-(5-hydroxypyridin-2-yl)-2-(trifluoromethyl)benzamide hydrochloride